(E)-1-(5-(hydroxymethyl)-1H-imidazol-2-yl)ethan-1-one oxime OCC1=CN=C(N1)/C(/C)=N/O